C[Si](N(C(C1=CC=CC=C1)=O)C)(N(C(C1=CC=CC=C1)=O)C)N(C(C1=CC=CC=C1)=O)C methyl-tris(N-methylbenzamido)silane